4,4'-{[4-hydroxy-1-phenyl-3-(2,2,2-trifluoroethan-1-one-1-yl)quinolin-2(1H)-one-7-yl]Imino}bisbenzonitrile OC1=C(C(N(C2=CC(=CC=C12)N(C1=CC=C(C#N)C=C1)C1=CC=C(C#N)C=C1)C1=CC=CC=C1)=O)C(C(F)(F)F)=O